6-{[(1R)-5-Bromo-1-(4-chlorophenyl)-1-({1-[hydroxy(2H2)methyl]cyclopropyl}(2H2)methoxy)-3-oxo-2,3-dihydro-1H-isoindol-2-yl]methyl}pyridine-3-carbonitrile BrC=1C=C2C(N([C@@](C2=CC1)(OC([2H])([2H])C1(CC1)C([2H])([2H])O)C1=CC=C(C=C1)Cl)CC1=CC=C(C=N1)C#N)=O